4-[[3-[4-[2-[4-[[1-(2,6-difluoro-4-pyridazin-3-yl-benzoyl)-4-piperidyl]oxy]-1-piperidyl]acetyl]piperazine-1-carbonyl]-4-fluoro-phenyl]methyl]-2H-phthalazin FC1=C(C(=O)N2CCC(CC2)OC2CCN(CC2)CC(=O)N2CCN(CC2)C(=O)C=2C=C(C=CC2F)CC2=NNCC3=CC=CC=C23)C(=CC(=C1)C=1N=NC=CC1)F